NC=1C=C(C2=CC=CC=C2C1)C1=C(C=2N=C(N=C(C2C=N1)N1C[C@H]2CC[C@@H](C1)N2C(=O)OC(C)(C)C)OCC21CCCN1CCC2)F Tert-butyl (1R,5S)-3-(7-(3-aminonaphthalen-1-yl)8-fluoro-2-((tetrahydro-1H-pyrrolizin-7a(5H)-yl)methoxy)-pyrido[4,3-d]pyrimidin-4-yl)-3,8-diazabicyclo[3.2.1]octan-8-carboxylate